CN1C=2C=C(C(=NC2C(=CC1=O)N1CCC(CC1)C=1OC2=C(N1)C=C(C=C2)C)C#N)O[C@@H]2COCC2 (S)-5-methyl-8-(4-(5-methylbenzo[d]oxazol-2-yl)piperidin-1-yl)-6-oxo-3-((tetrahydrofuran-3-yl)oxy)-5,6-dihydro-1,5-naphthyridine-2-carbonitrile